C(#N)C1=CC=C(C=C1)C=1N=NN(C1)[C@H](C(=O)N1[C@@H](C[C@H](C1)O)C(=O)NC)C(C)(C)C (2S,4r)-1-[(2S)-2-[4-(4-cyanophenyl)triazol-1-yl]-3,3-dimethyl-butyryl]-4-hydroxy-N-methyl-pyrrolidine-2-carboxamide